FS(C1=CC=C(OC=2C(=NC=CN2)C=2C=CC3=C(NC=N3)C2)C=C1)(F)(F)(F)F 6-(3-(4-(Pentafluoro-λ6-sulfaneyl)phenoxy)pyrazin-2-yl)-1H-benzo[d]imidazole